2-methoxy-4-(6-(4-acetamidothiophen-2-yl)pyrazin-2-yl)-N-(1H-tetrazol-5-yl)benzamide COC1=C(C(=O)NC2=NN=NN2)C=CC(=C1)C1=NC(=CN=C1)C=1SC=C(C1)NC(C)=O